F[C@H]1CN(CC[C@H]1NC1=CC=CC2=C1SC(=C2CC(F)(F)F)C#CCNC2=C(C=C(C=C2)P(C)(C)=O)OC)C (4-((3-(7-(((3S,4R)-3-fluoro-1-methylpiperidin-4-yl)amino)-3-(2,2,2-trifluoroethyl)benzo[b]thiophen-2-yl)prop-2-yn-1-yl)amino)-3-methoxyphenyl)dimethylphosphine oxide